tert-butyl (E)-4-(4-(5-carbamoyl-2-((4-((2-methoxy-4-(methoxycarbonyl)-6-nitro-phenyl)amino)but-2-en-1-yl)amino)-3-nitrophenoxy)but-2-yn-1-yl)piperidine-1-carboxylate C(N)(=O)C=1C=C(C(=C(OCC#CCC2CCN(CC2)C(=O)OC(C)(C)C)C1)NC\C=C\CNC1=C(C=C(C=C1[N+](=O)[O-])C(=O)OC)OC)[N+](=O)[O-]